C(C)C1C(C(OC=2CCCC(C12)=O)O)C 4-ethyl-2-hydroxy-3-methyl-2,3,4,6,7,8-hexahydro-5H-chromen-5-one